3-[(7-fluoro-2-formyl-2,3-dihydro-1H-inden-5-yl)oxy]azetidine-1-carboxylic acid tert-butyl ester C(C)(C)(C)OC(=O)N1CC(C1)OC=1C=C2CC(CC2=C(C1)F)C=O